2-(2,6-diazaspiro[3.5]nonan-2-yl)ethyl 6-(5-(6-methylpyridin-2-yl)-1H-imidazol-4-yl)quinoline-3-carboxylate CC1=CC=CC(=N1)C1=C(N=CN1)C=1C=C2C=C(C=NC2=CC1)C(=O)OCCN1CC2(C1)CNCCC2